4-((3,5-difluoropyridin-2-yl)methoxy-d2)-5',6-dimethyl-2H-[1,4'-bipyridin]-2-one FC=1C(=NC=C(C1)F)C(OC1=CC(N(C(=C1)C)C1=CC=NC=C1C)=O)([2H])[2H]